sulfur iron-copper [Cu].[Fe].[S]